5-benzyl-4-(4-(2-chloropyridin-3-yl)cyclohex-3-en-1-yl)-2,6-dimethoxypyrimidine C(C1=CC=CC=C1)C=1C(=NC(=NC1OC)OC)C1CC=C(CC1)C=1C(=NC=CC1)Cl